((((ethene-1,1,2,2-tetrayltetrakis(benzene-4,1-diyl))tetrakis(oxy))tetrakis(carbonyl))tetrakis(azanediyl))tetrakis(ethane-2,1-diyl) tetrakis(2-methylacrylate) CC(C(=O)OCCNC(=O)OC1=CC=C(C=C1)C(=C(C1=CC=C(C=C1)OC(=O)NCCOC(C(=C)C)=O)C1=CC=C(C=C1)OC(=O)NCCOC(C(=C)C)=O)C1=CC=C(C=C1)OC(=O)NCCOC(C(=C)C)=O)=C